6-methyl-N-(5-methyl-1H-pyrazol-3-yl)-2-(6-(6-((2-methylthiazol-5-yl)methyl)-3,6-diazabicyclo[3.1.1]heptan-3-yl)pyridin-3-yl)pyrimidin-4-amine CC1=CC(=NC(=N1)C=1C=NC(=CC1)N1CC2N(C(C1)C2)CC2=CN=C(S2)C)NC2=NNC(=C2)C